Methyl O-methyl-N-(2-((S)-5-oxo-1-(2,3,5-trifluorobenzyl)pyrrolidin-2-yl)acetyl)-N-(2,2,2-trifluoroethyl)-L-threoninate CO[C@@H]([C@H](N(CC(F)(F)F)C(C[C@H]1N(C(CC1)=O)CC1=C(C(=CC(=C1)F)F)F)=O)C(=O)OC)C